Zinc sulfat S(=O)(=O)([O-])[O-].[Zn+2]